C(=C)[Si](C=C[Si](C=C)(C=C)C=C[Si](C=C)(C=C)C=C)(C=C)C=C bis[2-(trivinylsilyl)ethenyl]diVinylsilane